1,3-propylene biscarbamate C(N)(OCCCOC(N)=O)=O